ClC=1C=C(C=C(C1)NS(=O)(=O)CC)NC(=O)C=1SC(=C(C1)C1=NC=C(C=N1)OCC)C N-(3-chloro-5-(ethylsulfonamido)phenyl)-4-(5-ethoxypyrimidin-2-yl)-5-methylthiophene-2-carboxamide